Cl.CN1N=C(C(=C1C)B(O)O)C 1,3,5-TRIMETHYL-1H-PYRAZOLE-4-BORONIC ACID, HYDROCHLORIDE